3-(4-bromophenyl)but-2-enoic acid ethyl ester C(C)OC(C=C(C)C1=CC=C(C=C1)Br)=O